2-((13-(2-fluorophenyl)tridec-12-yn-1-yl)thio)ethyl hydrogen ((((R)-1-(6-amino-9H-purin-9-yl)propan-2-yl)oxy)methyl)phosphonate NC1=C2N=CN(C2=NC=N1)C[C@@H](C)OCP(OCCSCCCCCCCCCCCC#CC1=C(C=CC=C1)F)(O)=O